[N-](S(=O)(=O)C(F)(F)F)S(=O)(=O)C(F)(F)F.C(CCC)[N+](C)(CCCC)CCCC tri-n-butyl-methylammonium bis(trifluoromethanesulfonyl)imide salt